COC(=O)C=1C(=NC=NC1)NC1=CC=C(C=C1)N1CCN(CC1)C(=O)OC(C)(C)C 4-{[4-(4-{[(2-methylpropan-2-yl)oxy]carbonyl}piperazin-1-yl)phenyl]amino}pyrimidine-5-carboxylic acid methyl ester